2-(1-methylethenyl)benzimidazole CC(=C)C=1NC2=C(N1)C=CC=C2